(S)-2-amino-N-((S)-2-methyl-3-oxo-2,3,4,5-tetrahydro-1H-benzo[c]azepin-4-yl)propanamide hydrochloride Cl.N[C@H](C(=O)N[C@H]1CC2=C(CN(C1=O)C)C=CC=C2)C